phenyl (4-methyltetrahydro-2H-pyran-4-yl)carbamate CC1(CCOCC1)NC(OC1=CC=CC=C1)=O